3-(2-chloro-4-fluorophenyl)-8-((6-chloropyridin-3-yl)methyl)pyrido[2,3-d]pyrimidine-2,4(3H,8H)-dione ClC1=C(C=CC(=C1)F)N1C(N=C2C(C1=O)=CC=CN2CC=2C=NC(=CC2)Cl)=O